N-(3-((4-aminothieno[2,3-d]pyrimidin-5-yl)ethynyl)phenyl)-1-(4-fluorophenyl)-1H-pyrazole-3-carboxamide NC=1C2=C(N=CN1)SC=C2C#CC=2C=C(C=CC2)NC(=O)C2=NN(C=C2)C2=CC=C(C=C2)F